FC1=C(C=CC=2N(C=NC21)C([2H])([2H])[2H])N 4-fluoro-5-amino-1-(methyl-d3)-1H-benzimidazole